N1(CCC1)C1=NC=C(C=N1)[C@@H](C)N1N=CC(=C1)NC(=O)C1=NC(=CN=C1)C1=C(C=CC(=C1)Cl)N1N=NN=C1 |o1:10| (R or S)-N-(1-(1-(2-(Azetidin-1-yl)pyrimidin-5-yl)ethyl)-1H-pyrazol-4-yl)-6-(5-chloro-2-(1H-tetrazol-1-yl)phenyl)pyrazine-2-carboxamide